7-Bromo-1,2-dihydro-3H-indazol-3-on BrC=1C=CC=C2C(NNC12)=O